CC(C)(C)C1=CC=C(C=C1)NC2=CC=C(C=C2)C(C)(C)C 4,4'-di-tert-butyldiphenylamine